tert-butyl 6-[4-bromo-1-(2-ethoxy-2-oxoethyl)indazol-3-yl]-2-azaspiro[3.3]heptane-2-carboxylate BrC1=C2C(=NN(C2=CC=C1)CC(=O)OCC)C1CC2(CN(C2)C(=O)OC(C)(C)C)C1